2-methyl-1-(4-phenyl-3,4-dihydroquinoxalin-1(2H)-yl)-3-((pyridin-2-ylmethyl)amino)propan CC(CN1CCN(C2=CC=CC=C12)C1=CC=CC=C1)CNCC1=NC=CC=C1